CC([O-])C.CC([O-])C.CO[Ti+2]OC dimethoxytitanium diisopropoxide